thiaarsine S1[AsH]C=CC=C1